3-methyl-3,6-dihydro-2H-pyran CC1COCC=C1